C1(CCCCC1)N1C[C@@H]2[C@H](C1)CC(C2)NC=2N=NC(=CC2)C2=C(C(=CC(=C2)F)F)F (3aR,5s,6aS)-2-cyclohexyl-N-(6-(2,3,5-trifluorophenyl)pyridazin-3-yl)octahydrocyclopenta[c]pyrrol-5-amine